NCCC1=CNC2=CC(=CC(=C12)F)N 3-(2-aminoethyl)-4-fluoro-1H-indol-6-amine